BrC=1N=C(C=2N(C1)N=CN2)OCCOCC[C@H](CCC(F)(F)F)N[S@](=O)C(C)(C)C (R)-N-((S)-1-(2-((6-bromo-[1,2,4]triazolo[1,5-a]pyrazin-8-yl)oxy)ethoxy)-6,6,6-trifluorohexan-3-yl)-2-methylpropane-2-sulfinamide